BrC=1C(=C(C(=O)OC)C(=CC1)CBr)F methyl 3-bromo-6-(bromomethyl)-2-fluoro-benzoate